C(C)(C)(C)OC(COCCOCCOC=1C=C(C(=O)OC)C=CC1)=O methyl 3-(2-(2-(2-(tert-butoxy)-2-oxoethoxy)ethoxy)ethoxy)benzoate